CN(CCC1=CN(C2=CC=CC=C12)C(=O)N(C)C)C 3-(2-(dimethylamino)ethyl)-N,N-dimethyl-1H-indole-1-carboxamide